N[C@@H]1C2=CC=CC=C2CC12CCN(CC2)C=2NC(C1=C(N2)NN=C1C1=CCOC2=CC=C(C=C12)Cl)=O (S)-6-(1-amino-1,3-dihydrospiro[indene-2,4'-piperidin]-1'-yl)-3-(6-chloro-2H-chromen-4-yl)-1,5-dihydro-4H-pyrazolo[3,4-d]pyrimidin-4-one